(S)-2-(1-(3-(difluoromethoxy)pyridin-2-yl)cyclopropane-1-carboxamido)-4-(((S)-3-fluoro-2-methoxypropyl)(4-(5,6,7,8-tetrahydro-1,8-naphthyridin-2-yl)butyl)amino)butanoic acid FC(OC=1C(=NC=CC1)C1(CC1)C(=O)N[C@H](C(=O)O)CCN(CCCCC1=NC=2NCCCC2C=C1)C[C@@H](CF)OC)F